C(C)(C)(C)OC(=O)N[C@H](C(=O)O)C1CCCCC1 (S)-[(tert-butoxycarbonyl)amino](cyclohexyl)acetic acid